CN1N=CC(=C1)C=1C=CC=2N(C1)N=CC2NCCN N1-(6-(1-methyl-1H-pyrazol-4-yl)pyrazolo[1,5-a]pyridin-3-yl)ethane-1,2-diamine